(E)-5-nitrobenzaldehyde oxime [N+](=O)([O-])C=1C=CC=C(/C=N/O)C1